2-(3-(5-((1R)-(1,3-dimethylazetidin-3-yl)(hydroxy)(4-(propan-2-yl-1,1,1,3-d4)phenyl)methyl)pyridin-3-yl)-1,2,4-oxadiazol-5-yl)propan-2-ol CN1CC(C1)(C)[C@@](C=1C=C(C=NC1)C1=NOC(=N1)C(C)(C)O)(C1=CC=C(C=C1)C(C([2H])([2H])[2H])C[2H])O